(2R*,3S*)-1-(phenanthrene-3-carbonyl)piperazine-2,3-dicarboxylic acid C1=CC(=CC=2C3=CC=CC=C3C=CC12)C(=O)N1[C@H]([C@H](NCC1)C(=O)O)C(=O)O |o1:17,18|